O1C=CC2=C1C=CC=C2N2N=C(C(C2=O)C(=O)OC2=CC=C(C=C2)[N+](=O)[O-])C 4-nitrophenyl 1-(benzofuran-4-yl)-3-methyl-5-oxo-4,5-dihydro-1H-pyrazole-4-carboxylate